2',2'''-(Pyridine-2,6-diyl)bis(4'-isopropyl-5-methyl-3-((3r,5r,7r)-3,5,7-trimethyladamantan-1-yl)-[1,1'-biphenyl]-2-ol) N1=C(C=CC=C1C1=C(C=CC(=C1)C(C)C)C=1C(=C(C=C(C1)C)C12CC3(CC(CC(C1)(C3)C)(C2)C)C)O)C2=C(C=CC(=C2)C(C)C)C=2C(=C(C=C(C2)C)C23CC1(CC(CC(C2)(C1)C)(C3)C)C)O